NCO[Si](OC)(OC)C1=CC=CC=C1 Aminophenyl-Trimethoxysilan